C(C)(C)(C)N(C(O)=O)[C@@H]1C[C@H](CC1)NC1=NC=C(C=C1)I.COC=1C(N(C=CC1)C=1C=NC(=CC1)N[C@@H]1C[C@H](CC1)NC(OC(C)(C)C)=O)=O tert-Butyl ((1S,3S)-3-((3-methoxy-2-oxo-2H-[1,3'-bipyridin]-6'-yl)amino)cyclopentyl)carbamate tert-Butyl-((1S,3S)-3-((5-iodopyridin-2-yl)amino)cyclopentyl)carbamate